2-morpholinyl-N-(5-(4,4,5,5-tetramethyl-1,3,2-dioxaborolan-2-yl)-4-(trifluoromethyl)pyridin-2-yl)acetamide benzyl-(R)-(1-(4-chlorophenyl)-2-hydroxyethyl)(methyl)carbamate C(C1=CC=CC=C1)OC(N(C)[C@@H](CO)C1=CC=C(C=C1)Cl)=O.N1(CCOCC1)CC(=O)NC1=NC=C(C(=C1)C(F)(F)F)B1OC(C(O1)(C)C)(C)C